(2,4-Diphenylbut-1,3-dienyloxy)naphthalene C1(=CC=CC=C1)C(=COC1=CC=CC2=CC=CC=C12)C=CC1=CC=CC=C1